Ruthenium rhodium [Rh].[Ru]